tert-butyl 2-(3-bromopyridin-4-yl)-3-((3-chloro-2-methoxyphenyl) amino)-4-oxo-1,4,6,7-tetrahydro-5H-pyrrolo[3,2-c]pyridine-5-carboxylate BrC=1C=NC=CC1C1=C(C=2C(N(CCC2N1)C(=O)OC(C)(C)C)=O)NC1=C(C(=CC=C1)Cl)OC